C(CCCCCCCC)C1=CC=C(C=C1)P(C1=CC=C(C=C1)CCCCCCCCC)C1=CC=C(C=C1)CCCCCCCCC tri(p-nonylphenyl)phosphine